(E,E)-10,12-hexadecadienal C(CCCCCCCC\C=C\C=C\CCC)=O